ethyl 3-[1-(2-chloroethyl)-4-methyl-benzotriazol-5-yl]-3-[3-[(6-hydroxy-2,2-dioxo-4H-1,2λ6,3-benzoxathiazin-3-yl)methyl]-4-methyl-phenyl]propanoate hydrochloride Cl.ClCCN1N=NC2=C1C=CC(=C2C)C(CC(=O)OCC)C2=CC(=C(C=C2)C)CN2S(OC1=C(C2)C=C(C=C1)O)(=O)=O